tetrabutylammonium tetrabutylborate C(CCC)[B-](CCCC)(CCCC)CCCC.C(CCC)[N+](CCCC)(CCCC)CCCC